CC1(CN(C1)CC1=CC=C(C=C1)NC=1N=CC2=C(N1)CNCC2)O 3-methyl-1-{[4-({5H,6H,7H,8H-pyrido[3,4-d]pyrimidin-2-yl}amino)phenyl]methyl}azetidin-3-ol